NC1=C(SC(=C1)C1=CC(=CC=C1)Br)C(=O)NC1CN(CCC1)C(=O)[O-] 3-(3-amino-5-(3-bromophenyl)thiophene-2-carboxamido)piperidine-1-carboxylate